Cl.N(=[N+]=[N-])C1=CC=C(C=C1)CC[NH3+] (4-azidophenyl)ethyl-ammonium hydrochloride